(2S,4R)-1-{2-[4-(3,3-difluoroazetidin-1-yl)-2H-1,2,3-triazol-2-yl]acetyl}-4-fluoro-N-[(S)-[6-fluoro-5-(propan-2-yl)pyridin-2-yl](phenyl)methyl]pyrrolidine-2-carboxamide FC1(CN(C1)C1=NN(N=C1)CC(=O)N1[C@@H](C[C@H](C1)F)C(=O)N[C@@H](C1=CC=CC=C1)C1=NC(=C(C=C1)C(C)C)F)F